N-(2-cyanoethyl)-1,2-diaminocyclohexane C(#N)CCNC1C(CCCC1)N